COC=1C=C2[C@@]34C([C@H](CC2=CC1N1N=CN=C1)N(CC4)C)CCCC3 (1S,9S)-4-methoxy-17-methyl-5-(1H-1,2,4-triazol-1-yl)-17-azatetracyclo[7.5.3.01,10.02,7]heptadeca-2,4,6-triene